lithium 2-(dimethylamino)ethoxide CN(CC[O-])C.[Li+]